C(C)(C)C=1N=NSC1C(=O)O 4-isopropyl-1,2,3-thiadiazole-5-carboxylic acid